Cl.CN1N=CC(=N1)C=1C=CC(=C(C1)O)C1=CN=C(N=N1)N1CC(CC1)NC(C)C 5-(2-methyl-2H-1,2,3-triazol-4-yl)-2-(3-{3-[(prop-2-yl)amino]pyrrolidin-1-yl}-1,2,4-triazin-6-yl)phenol hydrochloride